CC1=NN(C=C1[N+](=O)[O-])C1(CC1)C(=O)N 1-(3-Methyl-4-nitro-pyrazol-1-yl)cyclopropanecarboxamide